(R)-5-chloro-2-((6-fluoro-2-methylpyridin-3-yl)oxy)-N-(2-(S-methylamino-sulfinyl)pyridin-4-yl)-4-(trifluoromethyl)benzamide ClC=1C(=CC(=C(C(=O)NC2=CC(=NC=C2)[S@@](=O)NC)C1)OC=1C(=NC(=CC1)F)C)C(F)(F)F